Iron-cobalt-copper [Cu].[Co].[Fe]